CCCCC/C=C\\C/C=C\\CCCCCCCC(=O)OC[C@H](CO[C@H]1[C@@H]([C@H]([C@H]([C@H](O1)CO[C@@H]2[C@@H]([C@H]([C@H]([C@H](O2)CO)O)O)O)O)O)O)OC(=O)CCCCCCC/C=C\\C/C=C\\CCCCC The molecule is a 3-[alpha-D-galactosyl-(1->6)-beta-D-galactosyl]-1,2-diacyl-sn-glycerol in which the 1- and 2-acyl groups are both specified as linoleoyl. It has a role as a Brassica napus metabolite. It derives from a linoleic acid.